CC1(OB(OC1(C)C)C1=CC=C2C=CN(C2=C1)CCCN1CCN(CC1)C(=O)OC(C)(C)C)C Tert-Butyl 4-(3-(6-(4,4,5,5-Tetramethyl-1,3,2-Dioxaborolan-2-yl)-1H-Indol-1-yl)Propyl)Piperazine-1-Carboxylate